(3R*,4R*)-1-Cyclohexyl-4-{[1-(2,4-difluoro-phenyl)-1H-[1,2,3]triazole-4-carbonyl]-amino}-piperidine-3-carboxylic acid [1-(5-fluoro-pyridin-2-yl)-cyclopropyl]-amide FC=1C=CC(=NC1)C1(CC1)NC(=O)[C@@H]1CN(CC[C@H]1NC(=O)C=1N=NN(C1)C1=C(C=C(C=C1)F)F)C1CCCCC1 |o1:13,18|